C1=CC=CC=2C1=CC1=CC=3C=CC=CC3C=C1C2 benz(I)anthracene